C(C)(C)(C)OC(NCCOCCOCCOCCC(=O)ON1C(CCC1=O)=O)=O Tert-butyl{2-[2-(2-[3-[(2,5-dioxopyrrolidin-1-yl)oxy]-3-oxopropoxy] ethoxy) ethoxy]ethyl}carbamate